NC1=C(C(=O)O)C=C(C(=C1)C(F)(F)F)Cl 2-amino-5-chloro-4-(trifluoromethyl)benzoic acid